6-(2-Chloro-3-cyclopropoxyphenyl)-5,7-dimethyl-2-(pyrimidin-2-yl)-2,6-dihydro-1H-pyrrolo[3,4-d]pyridazin-1-one ClC1=C(C=CC=C1OC1CC1)N1C(=C2C(N(N=CC2=C1C)C1=NC=CC=N1)=O)C